C(C)(C)(C)OC(=O)C1N(CCNC1)C=1C(=C(C(=CC1)C(=O)O)C(=O)O)F 4-[(tert-Butoxycarbonyl)piperazin-1-yl]-3-fluorobenzene-1,2-dicarboxylic acid